C(CCC)OC(=C)C=1C=C(C=C2C(N(C(=NC12)N1CCOCC1)C([2H])([2H])[2H])=O)C 8-(1-butoxyvinyl)-6-methyl-2-morpholino-3-(trideuteriomethyl)quinazolin-4-one